6-(Trifluoromethoxy)benzo[d]thiazol-2-amin FC(OC1=CC2=C(N=C(S2)N)C=C1)(F)F